C(C)(C)(C)OC(=O)N(C1=C(C=C(C(=O)OC)C=C1)OC)CC#C methyl 4-{[(tert-butoxy)carbonyl](prop-2-yn-1-yl)amino}-3-methoxybenzoate